6-(1-(1-(1-acryloyl-2,2-dimethylazetidine-3-carbonyl)piperidin-4-yl)-1H-pyrazol-4-yl)-4-methoxypyrazolo[1,5-a]pyridine-3-carbonitrile C(C=C)(=O)N1C(C(C1)C(=O)N1CCC(CC1)N1N=CC(=C1)C=1C=C(C=2N(C1)N=CC2C#N)OC)(C)C